1-isocyanomethanesulfonyl-4-methylbenzene [N+](#[C-])CS(=O)(=O)C1=CC=C(C=C1)C